C(CCCCCCCCC)N(C(CCCCN(CCCC)CCCC)=O)C(CCCCCCCCC(=O)OCC(CCCCCC)CCCC)CCCCCCCCC(=O)OCC(CCCCCC)CCCC BIS(2-BUTYLOCTYL) 10-(N-DECYL-5-(DIBUTYLAMINO)PENTANAMIDO)NONADECANEDIOATE